FC=1C=NC(=NC1)C1=C(C(=O)O)C=CC=C1 2-(5-fluoropyrimidin-2-yl)benzoic acid